8-(1-(1-methyl-cyanopropyl)pyrazolyl)-N-(4-(1-methylpiperazin-4-yl)phenyl)quinazolin-2-amine CC(CCC#N)N1N=C(C=C1)C=1C=CC=C2C=NC(=NC12)NC1=CC=C(C=C1)N1CCN(CC1)C